N[C@H]1[C@@H](C1)C1=NC2=C(N1C(C)C)C=C(C=C2F)C2=NC(=NC=C2Cl)N[C@@H]2C[C@H]1CO[C@@H]([C@H]2O)O1 (1S,3R,4S,5R)-3-((4-(2-((1R,2R)-2-aminocyclopropyl)-4-fluoro-1-isopropyl-1H-benzo[d]imidazol-6-yl)-5-chloropyrimidin-2-yl)amino)-6,8-dioxabicyclo[3.2.1]octan-4-ol